phenol-Dihydrochlorid Cl.Cl.C1(=CC=CC=C1)O